1-[(2R)-2-[[4-[[6-(1-hydroxyethyl)-3-isopropyl-imidazo[1,2-a]pyridin-8-yl]amino]-1-piperidyl]methyl]morpholin-4-yl]prop-2-en-1-one OC(C)C=1C=C(C=2N(C1)C(=CN2)C(C)C)NC2CCN(CC2)C[C@@H]2CN(CCO2)C(C=C)=O